9-[2-(phosphonomethoxy)ethyl](guanine) P(=O)(O)(O)COCCN1C=2N=C(NC(C2N=C1)=O)N